N-(cyanomethyl)-4-(2-((1-(2,2-difluoroethyl)-1H-pyrazol-4-yl)amino)-5-methylpyrimidin-4-yl)benzamide C(#N)CNC(C1=CC=C(C=C1)C1=NC(=NC=C1C)NC=1C=NN(C1)CC(F)F)=O